ClC1=NC=C(C(=N1)OC1CCC(CC1)(O)C)C(F)(F)F (1s,4s)-4-((2-chloro-5-(trifluoromethyl)pyrimidin-4-yl)oxy)-1-methylcyclohexan-1-ol